ClC=1NC=2C=CC=C3C=C(C(=C(N1)C23)Cl)CN(C(CC(=O)[O-])=O)C2=C(C=CC(=C2)[N+](=O)[O-])C 3-(((2,4-dichloroperimidin-5-yl)methyl)(2-methyl-5-nitrophenyl)amino)-3-oxopropanoate